(2,4-dichloro-5-methyl-5,7-dihydro-6H-pyrrolo[3,4-d]pyrimidin-6-yl)phosphonic acid ClC=1N=C(C2=C(N1)CN(C2C)P(O)(O)=O)Cl